N-((1,2,3,5,6,7-Hexahydro-s-indacen-4-yl)carbamoyl)-1-iso-propylazetidine-3-sulfonamide, potassium salt [K].C1CCC2=C(C=3CCCC3C=C12)NC(=O)NS(=O)(=O)C1CN(C1)C(C)C